Quinolin-6-yl sulfamate S(N)(OC=1C=C2C=CC=NC2=CC1)(=O)=O